C(C)(C)(C)OC(=O)NC1=CC=C(C=C1)NC(/C=C/C(=O)O)=O (E)-4-((4-((tert-butoxycarbonyl)amino)phenyl)amino)-4-oxobut-2-enoic acid